BrC=1C=C(C=C(C1)Br)C1=CC=2N(C3=CC=CC=C3C2C=C1)C1=CC=CC=C1 2-(3,5-dibromophenyl)-9-phenyl-9H-carbazole